IC1(C(C(C2CCCCC2C1)C1=CC=CC2=CC=CC=C12)O)I 3,3-Diiodooctahydrobinaphthol